N-[5-[5-(2-cyano-2-methyl-propoxy)-2-(difluoromethoxy)-4-pyridyl]pyrazolo[1,5-a]pyridin-2-yl]cyclopropanecarboxamide C(#N)C(COC=1C(=CC(=NC1)OC(F)F)C1=CC=2N(C=C1)N=C(C2)NC(=O)C2CC2)(C)C